C(C=C)(=O)C1=C(SC=C1)SC=1SC=CC1C(C=C)=O bis(acryloylthiophenyl) sulfide